C(CCCC)OCCCCC Din-pentylether